FC(C1NCC1)F 2-(difluoromethyl)azetidin